n-butyl-ammonium bicarbonate C([O-])(O)=O.C(CCC)[NH3+]